3-bromo-5-((2,3-dichlorophenylimino)-methyl)phenyl 3-meth-ylbenzoate CC=1C=C(C(=O)OC2=CC(=CC(=C2)C=NC2=C(C(=CC=C2)Cl)Cl)Br)C=CC1